N-(5-((4-(1-Cyclopropyl-1H-indol-3-yl)-5-(3,5-dimethylisoxazol-4-yl)pyrimidin-2-yl)amino)-4-methoxy-2-((3aR,6aS)-5-methylhexahydropyrrolo[3,4-c]pyrrol-2(1H)-yl)phenyl)acrylamide C1(CC1)N1C=C(C2=CC=CC=C12)C1=NC(=NC=C1C=1C(=NOC1C)C)NC=1C(=CC(=C(C1)NC(C=C)=O)N1C[C@@H]2CN(C[C@@H]2C1)C)OC